CC1(O)CCC(C(=C)C)CC1 β-Terpineol